C=1(C(=C(C(=CC1)C1=CC=C(C=C1)O)C(=O)O)C(=O)O)O 4,4'-biphenoldicarboxylic acid